5-(3-(ethylsulfanyl)-5-(4-fluorophenyl)pyridin-2-yl)-2-(trifluoromethyl)pyrazolo[1,5-a]pyrimidine C(C)SC=1C(=NC=C(C1)C1=CC=C(C=C1)F)C1=NC=2N(C=C1)N=C(C2)C(F)(F)F